1,3-bis(4-aminobenzoyl)phenylenediamine NC1=CC=C(C(=O)C2(C(C(=CC=C2)C(C2=CC=C(C=C2)N)=O)N)N)C=C1